C1(CCCC1)NC1=CC(=NC=C1)NC=1SC2=C(N1)C=CC(=C2)C#N 2-((4-(cyclopentylamino)pyridin-2-yl)amino)benzo[d]thiazole-6-carbonitrile